1,3-dimethoxycarbodiimide monohydrochloride Cl.CON=C=NOC